C(C)(C)(C)OC(=O)[C@]1(C[C@H](N(CC1)CC1=C(C(=CC=C1)Cl)F)C)CC1=NC(=CC=C1F)Cl tert-butyl-(2R,4R)-1-(3-chloro-2-fluorobenzyl)-4-((6-chloro-3-fluoropyridin-2-yl) methyl)-2-methylpiperidine-4-carboxylate